2-naphthaleneformaldehyde C1=C(C=CC2=CC=CC=C12)C=O